COC(C1CCN(CC1)C1=NC=CC=C1O)OC [4-(dimethoxymethyl)-1-piperidyl]Pyridin-3-ol